8-bromo-3-(tert-butyl)-6-(4-chlorobenzyl)pyrido[2,3-e][1,2,4]triazolo[4,3-c]pyrimidin-5(6H)-one BrC1=CC2=C(C=3N(C(N2CC2=CC=C(C=C2)Cl)=O)C(=NN3)C(C)(C)C)N=C1